CN1CN(CN(C1)C)C 1,3,5-trimethyl-hexahydros-triazine